C(C)OC(COC=1N=NC=CC1C1=CCC(CC1)OCC1N(CCCC1)C(=O)[O-])=O 2-(((4-(3-(2-ethoxy-2-oxoethoxy)pyridazin-4-yl)cyclohex-3-en-1-yl)oxy)methyl)piperidine-1-carboxylate